1-methyl-N-((5-(trifluoromethyl)pyridin-2-yl)methyl)cyclopropan-1-amine CC1(CC1)NCC1=NC=C(C=C1)C(F)(F)F